BrC=1C=C2CC[C@H](C2=CC1)NC1=C(C(NC=C1)=O)C(=O)NC1=CC=C(C=C1)N1CCN(CC1)C (R)-4-((5-Bromo-2,3-dihydro-1H-inden-1-yl)amino)-N-(4-(4-methylpiperazin-1-yl)phenyl)-2-oxo-1,2-dihydropyridine-3-carboxamide